2-(1,8-naphthyridine-2-yl)ethanol tert-Butyl-4-(3-cyano-4-(methoxycarbonyl)phenyl)piperazine-1-carboxylate C(C)(C)(C)C1N(CCN(C1)C1=CC(=C(C=C1)C(=O)OC)C#N)C(=O)OCCC1=NC2=NC=CC=C2C=C1